C(CCCCCCC)P([O-])=O.[Fe+2].C(CCCCCCC)P([O-])=O iron (octyl phosphinate)